C1(CCCC1)N1C2=NC(=NC=C2N=C1NC1=CC=CC=C1)NC1=CC=C(C=C1)N1CCC(CC1)N1CCN(CC1)CC1=C(C=CC=C1)C1C(NC(CC1)=O)=O 3-(2-((4-(1-(4-((9-cyclopentyl-8-(phenylamino)-9H-purin-2-yl)amino)phenyl)piperidin-4-yl)piperazin-1-yl)methyl)phenyl)piperidine-2,6-dione